(1S,3R,5R)-3-[[3-(4-bromo-2-methoxyphenyl)-1,2,4-triazin-6-yl](methyl)amino]-2-fluoro-8-azabicyclo[3.2.1]octane-8-carboxylic acid tert-butyl ester C(C)(C)(C)OC(=O)N1[C@@H]2C([C@@H](C[C@H]1CC2)N(C)C2=CN=C(N=N2)C2=C(C=C(C=C2)Br)OC)F